2,2-dilinoleyl-4-dimethylolaminoethyl-[1,3]-dioxolane C(CCCCCCC\C=C/C\C=C/CCCCC)C1(OCC(O1)CCN(CO)CO)CCCCCCCC\C=C/C\C=C/CCCCC